tert-butyl 5-[2-[6-bromo-7-methyl-4-(trifluoromethyl)indazol-2-yl]-3-ethoxy-3-oxo-propanoyl]-2,2-dimethyl-pyrrolidine-1-carboxylate BrC=1C=C(C2=CN(N=C2C1C)C(C(=O)C1CCC(N1C(=O)OC(C)(C)C)(C)C)C(=O)OCC)C(F)(F)F